CC1=CC=CC(=N1)C1=NC=CC(=N1)NC1=NC(=NC=C1)NC1=CC=C(C=C1)N1CCC(CC1)C(=O)O 1-[4-[[4-[[2-(6-methyl-2-pyridyl)pyrimidin-4-yl]amino]pyrimidin-2-yl]amino]phenyl]piperidine-4-carboxylic acid